3,6,9-triazaundecane CCNCCNCCNCC